2-[(benzylcarbamoyl)oxy]ethyl methacrylate C(C(=C)C)(=O)OCCOC(NCC1=CC=CC=C1)=O